C1(CC1)C1=NNC(=N1)C1CC2(CN(C2)C(=O)N2CC3(C2)CC(C3)CC=3C=NN(C3)C(F)(F)F)C1 [6-(3-cyclopropyl-1H-1,2,4-triazol-5-yl)-2-azaspiro[3.3]heptan-2-yl]-[6-[[1-(trifluoromethyl)pyrazol-4-yl]methyl]-2-azaspiro[3.3]heptan-2-yl]methanone